2-[[6-[[5-chloro-2-[3-[2-(1,3-dioxoisoindolin-2-yl)ethyl]-4,4-difluoro-5-methyl-1-piperidyl]pyrimidin-4-yl]amino]-1-methyl-2-oxo-3-quinolyl]oxy]-N-methyl-acetamide ClC=1C(=NC(=NC1)N1CC(C(C(C1)C)(F)F)CCN1C(C2=CC=CC=C2C1=O)=O)NC=1C=C2C=C(C(N(C2=CC1)C)=O)OCC(=O)NC